C(C)(C)C1=C(C=C(CN2C[C@H](N(CC2)C2CC3(C2)CCNCC3)C3=C(C=CC=C3)C(C)C)C=C1)OC (R)-2-(4-(4-isopropyl-3-methoxybenzyl)-2-(2-isopropylphenyl)piperazin-1-yl)-7-azaspiro[3.5]nonane